1-tert-butoxycarbonyl-4-(3-nitro-2-pyridyl)piperazine C(C)(C)(C)OC(=O)N1CCN(CC1)C1=NC=CC=C1[N+](=O)[O-]